octyl 3-pyrroline-1-carboxylate N1(CC=CC1)C(=O)OCCCCCCCC